7-fluoro-3-((S)-5-methyl-2-oxothiazolin-3-yl)benzo[d]isoxazole-5-carbaldehyde FC1=CC(=CC=2C(=NOC21)N2C(SC(=C2)C)=O)C=O